BrC=1C=C(C(=NC1Br)C)C(C)O 1-(5,6-dibromo-2-methylpyridin-3-yl)ethan-1-ol